C(C)OC=1C=C(C(=O)O)C=C(C1OC)OC 3-ethoxy-4,5-dimethoxy-benzoic acid